FC(C1=C(C=C(C=C1)C(F)(F)F)O)(F)F 2,5-bis(trifluoromethyl)phenol